C[C@H]1CCC2=C(C=CC=N2)C(=O)OC[C@]3([C@@H]4[C@H]([C@H]([C@@]5([C@H]([C@H]([C@@H]([C@]([C@]5([C@@H]4OC(=O)C)O3)(C)O)OC1=O)OC(=O)C)OC(=O)C)COC(=O)C)OC(=O)C)OC(=O)C)C The molecule is a sesquiterpene alkaloid that has been isolated from Tripterygium wilfordii and exhibits immunosuppressive and insecticidal properties. It was found to be identical with euonine, previously isolated from Euonymous sieboldiana. It has a role as a plant metabolite, an immunosuppressive agent and an insecticide. It is an acetate ester, a dihydroagarofuran sesquiterpenoid, a macrolide, a pyridine alkaloid and a sesquiterpene alkaloid.